O(C=1C(C=C(N(C1)CCCCCCCCCCCCCCCC)C)=O)C=1C(C=C(N(C1)CCCCCCCCCCCCCCCC)C)=O 5,5'-oxybis(N-hexadecyl-2-methyl-pyridin-4-one)